tert.-butyl [(1S)-2-hydroxy-1-phenylethyl]carbamate OC[C@H](C1=CC=CC=C1)NC(OC(C)(C)C)=O